C(CCC)(=S)S.C1(CCC(N1N1CC=CC=C1)=O)=O N-Succinimidyl-Pyridine Dithiobutyrate